C(C1=CC=CC=C1)OC=1C=C(/C=C/C=2C=NC=CC2)C=C(C1C(C)C)OCC1=CC=CC=C1 (E)-3-[3,5-bis-(benzyloxy)-4-isopropylstyryl]pyridine